2-(azepane-1-yl)-7-(4-(dimethylamino)but-1-yn-1-yl)-N-(1-isopropylpiperidine-4-yl)-6-methoxyquinazolin-4-amine N1(CCCCCC1)C1=NC2=CC(=C(C=C2C(=N1)NC1CCN(CC1)C(C)C)OC)C#CCCN(C)C